COC=1C=C(C=CC1OC)C(C(=O)NCC1=CC=NC=C1)NCCC1CCNCC1 2-(3,4-dimethoxyphenyl)-2-[(2-piperidine-4-ylethyl)amino]-N-(pyridine-4-ylmethyl)acetamid